C(C)C1(CC2=CC=CC=C2C1)C(=O)N(C)OC 2-Ethyl-N-methoxy-N-methylindane-2-carboxamide